C12CN(CC2C1)C=1C2=C(N=C(N1)OC[C@]13CCCN3C[C@@H](C1)F)C(=C(N=C2)C2=CC(=CC1=CC=C(C(=C21)C#C)F)O)F 4-[4-(3-azabicyclo[3.1.0]hexan-3-yl)-8-fluoro-2-{[(2R,7aS)-2-fluorotetrahydro-1H-pyrrolizin-7a(5H)-yl]methoxy}pyrido[4,3-d]pyrimidin-7-yl]-5-ethynyl-6-fluoronaphthalen-2-ol